FC1=CC=C2C(N(C(NC2=C1)=O)O)=O 7-fluoro-3-hydroxyquinazoline-2,4(1H,3H)-dione